methyl but-2-ynoate C(C#CC)(=O)OC